methyl 2-(2-(2-(4-(2-methoxyethoxy)phenyl)thiazole-4-carboxamido)acrylamido)acrylate COCCOC1=CC=C(C=C1)C=1SC=C(N1)C(=O)NC(C(=O)NC(C(=O)OC)=C)=C